C1(N=CC=2C(=CC=CC12)B1OC(C)(C)C(C)(C)O1)=O isoindol-1-one-4-boronic acid pinacol ester